acrylic acid hexafluorobutyl ester FC(C(F)(F)OC(C=C)=O)CC(F)(F)F